[Ni](O)(O)O.ClC=1C(=NC(=NC1)NC1CCOCC1)C1=CC=C2CN(C(C2=C1)=O)CC(=O)N[C@H](CC)C1=CC=CC=C1 2-(6-{5-chloro-2-[(oxacyclohex-4-yl)amino]pyrimidin-4-yl}-1-oxo-2,3-dihydro-1H-isoindol-2-yl)-N-[(1R)-1-phenylpropyl]acetamide nickel(III) hydroxide